C(C1=CC=CC=C1)OC(=O)NCCOCCN1CCN(CC1)CCOCCNC(OC(C)(C)C)=O 1-Tert-butyl N-[2-[2-[4-[2-[2-(benzyloxycarbonylamino)ethoxy]ethyl]piperazin-1-yl]ethoxy] ethyl]carbamate